CC1=CC=C(C=C1)CC(CC)=O (4-methyl-phenyl)-2-butanone